N,N'-bis(3-aminopropyl)-1,4-butanediamine tetrahydride [H-].[H-].[H-].[H-].NCCCNCCCCNCCCN